C(C)(C)(C)C1(CC(=CC(=C1)N(C1=CC=2C(C3=CC=CC=C3C2C=C1)(C)C)C1=CC=CC=C1)C1=CC(=CC(=C1)C(C)(C)C)C(C)(C)C)C1=CC=CC(=C1)C(C)(C)C N-(3,3',5',5''-tetra-tert-butyl-1,1':3,1''-terphenyl-5-yl)-N-phenyl-9,9-dimethyl-9H-fluoren-2-amine